(4-(trifluoromethyl)phenyl)morpholine FC(C1=CC=C(C=C1)N1CCOCC1)(F)F